1,2-Bis-(3,5-di-tert.-butyl-4-hydroxyhydrocinnamoyl)hydrazin C(C)(C)(C)C=1C=C(CCC(=O)NNC(CCC2=CC(=C(C(=C2)C(C)(C)C)O)C(C)(C)C)=O)C=C(C1O)C(C)(C)C